S(C)(=O)(=O)O.C(C(C)C)N1C(=NC=2C1=NC=CC2)N 3-isobutyl-3H-imidazo[4,5-b]pyridin-2-ylamine mesylate